ClC1=C(C=C(C=C1)NC(=O)C=1C(=NC=CC1)F)C1=NC=CC=C1 N-(4-CHLORO-3-(PYRIDIN-2-YL)PHENYL)-2-FLUOROPYRIDINE-3-CARBOXAMIDE